isobutyric acid 3-(2-acetamido ethyl)-1H-indol-6-yl ester C(C)(=O)NCCC1=CNC2=CC(=CC=C12)OC(C(C)C)=O